CC1=CC=C(C=C1)S(=O)(=O)OC[C@H]1CN(C(C1)=O)C [(3R)-1-methyl-5-oxo-pyrrolidin-3-yl]methyl 4-methylbenzenesulfonate